(2S)-1-[1-(4-pyrimidin-2-yloxy-phenyl)cyclopropanecarbonyl]-N-[(1S)-1-(2-amino-2-oxo-ethyl)prop-2-ynyl]pyrrolidine-2-carboxamide N1=C(N=CC=C1)OC1=CC=C(C=C1)C1(CC1)C(=O)N1[C@@H](CCC1)C(=O)N[C@H](C#C)CC(=O)N